(3R,4R)-1-(5,6-Difluoro-1-(4-(1H-1,2,4-triazol-1-yl)benzyl)-1H-benzimidazol-2-yl)-4-fluoro-3-piperidinamin FC1=CC2=C(N(C(=N2)N2C[C@H]([C@@H](CC2)F)N)CC2=CC=C(C=C2)N2N=CN=C2)C=C1F